N,N-diisopropylamin C(C)(C)NC(C)C